ClC1=CC=C(C=C1)C1=C(C(=NN1C)NC(=O)C1CC(C1)(F)F)C1CCC1 N-(5-(4-chlorophenyl)-4-cyclobutyl-1-methyl-1H-pyrazol-3-yl)-3,3-difluorocyclobutane-1-carboxamide